1,4-bis(2,6-bis(trifluoro-methyl)pyridin-4-yl)butane-1,4-dione FC(C1=NC(=CC(=C1)C(CCC(=O)C1=CC(=NC(=C1)C(F)(F)F)C(F)(F)F)=O)C(F)(F)F)(F)F